C(C)(C)(C)OC(=O)N[C@H](C(=O)N[C@H](C(=O)NC1=CC=C(C(=O)NCCC[C@@H](C(=O)OC)NC(C2=CC=C(C=C2)CCC=2N=C3C(=NC(=NC3=NC2)N)N)=O)C=C1)C)C(C)C Methyl (S)-5-(4-((S)-2-((S)-2-((tert-butoxycarbonyl)amino)-3-methylbutanamido) propanamido)benzamido)-2-(4-(2-(2,4-diaminopteridin-6-yl)ethyl)benzamido)pentanoate